ClC1=C2C(=CNC2=CC=C1)C[C@@H](C(=O)N[C@H](C(=O)OC(C)C)CCC(C=[N+]=[N-])=O)OC isopropyl (S)-2-((S)-3-(4-chloro-1H-indol-3-yl)-2-methoxypropanamido)-6-diazo-5-oxohexanoate